C1(=CC=CC=C1)NC(=O)C=1C=C(C=CC1)B(O)O (3-PHENYLAMINOCARBONYLPHENYL)BORONIC ACID